1-ethyl-2-benzimidazolinone CCN1C2=CC=CC=C2NC1=O